C(C)(C)(C)OC(=O)N1CCOC2(C1)CCNCC2.N2=C(C=CC=C2)CC(=O)NC(=O)OC(C)(C)C pyridin-2-Yl-N-(tert-Butoxycarbonyl)acetamide tert-Butyl-1-oxa-4,9-diazaspiro[5.5]undecane-4-carboxylate